C1(=CC=CC=C1)C1CCN(CC1)CCCCOC1=CC=C2CCC(NC2=C1)=O 7-(4-(4-phenylpiperidin-1-yl)butoxy)-3,4-dihydroquinolin-2(1H)-one